8-fluoro-2-[trans-3-fluorocyclopentyl]-1-[(3R)-1-methylpyrrolidin-3-yl]-1H-imidazo[4,5-c]quinoline FC1=CC=2C3=C(C=NC2C=C1)N=C(N3[C@H]3CN(CC3)C)[C@@H]3C[C@H](CC3)F